CN(C)CC=1N=C(SC1)N(CC1=CC(=CC=C1)N1CCCC1)CC1=CC(=CC=C1)OC 4-((dimethylamino)methyl)-N-(3-methoxybenzyl)-N-(3-(pyrrolidin-1-yl)benzyl)thiazol-2-amine